3-((3-(chlorodifluoromethoxy)pyridin-2-yl)oxy)-N-((3s,4s)-1,3-dimethylpiperidin-4-yl)-2,2-dimethylpropionamide ClC(OC=1C(=NC=CC1)OCC(C(=O)N[C@@H]1[C@H](CN(CC1)C)C)(C)C)(F)F